C(C)N1CSC2=C1C=CC(=C2)S(=O)(=O)[O-] 3-ethylbenzothiazoline-6-sulfonate